1,3-diisobutylpyrimidine C(C(C)C)N1CN(CC=C1)CC(C)C